C1(CCCCC1)[C@@H](C(=O)NC1=CC=C(C=C1)C=1N(C=NC1)C)NC(OC(C)(C)C)=O tert-butyl N-[(1S)-1-cyclohexyl-2-[4-(3-methylimidazol-4-yl)anilino]-2-oxo-ethyl]carbamate